FC(C1=CC(=NN1)N)(F)F 5-(trifluoromethyl)pyrazol-3-amine